N-(2,4-Difluorobenzyl)-N-hydroxy-2,2-dimethylbutanamid FC1=C(CN(C(C(CC)(C)C)=O)O)C=CC(=C1)F